ClC=1C=C(C(=O)N2CC=3C(=NN4C=NN(C(C43)=O)[C@H](C)C4=CC=C(C=C4)OC(F)F)C[C@H]2C)C=CC1Cl (R)-9-(3,4-dichlorobenzoyl)-2-((R)-1-(4-(difluoromethoxy)phenyl)ethyl)-8-methyl-7,8,9,10-tetrahydropyrido[4',3':3,4]Pyrazolo[1,5-d][1,2,4]Triazin-1(2H)-one